O=C1NC(CCC1C1=NN(C2=NC(=CC=C21)N2CCC(CC2)N(C([O-])=O)C)C)=O N-[1-[3-(2,6-dioxo-3-piperidyl)-1-methyl-pyrazolo[3,4-b]pyridin-6-yl]-4-piperidyl]-N-methyl-carbamate